Cl.CCCCCC(CC)C(=O)O octane-6-carboxylate hydrochloride